FC(C)(F)C1=NC(=NC=C1)N1N=C(C=2C=NC(=CC21)C(C(=O)N)COC)N2CCOCC2 (1-(4-(1,1-difluoroethyl)pyrimidin-2-yl)-3-morpholino-1H-pyrazolo[4,3-c]pyridin-6-yl)-3-methoxypropionamide